Benzyl (2R)-2-hydroxy-3-[4-(morpholin-4-yl)naphthalen-1-yl]propanoate O[C@@H](C(=O)OCC1=CC=CC=C1)CC1=CC=C(C2=CC=CC=C12)N1CCOCC1